2-fluorophenyl-2-chlorobenzene-sulfonamide FC1=C(C=CC=C1)C=1C(=C(C=CC1)S(=O)(=O)N)Cl